FC=1C=C(C(=O)OCCN2CCNCC2)C=C(C1)NC(CN1N=C(C(=C1)C1=CC=NC2=CC=CC=C12)C1=NC(=CC=C1)C)=O 2-(piperazin-1-yl)ethyl 3-fluoro-5-(2-(3-(6-methylpyridin-2-yl)-4-(quinolin-4-yl)-1H-pyrazol-1-yl)acetamido)benzoate